methyl (4E)-5-{1-[(4S)-5-(tert-butoxy)-4-{[(tert-butoxy)carbonyl]amino}-5-oxopentyl]-2-nitro-1H-imidazol-4-yl}pent-4-enoate C(C)(C)(C)OC([C@H](CCCN1C(=NC(=C1)/C=C/CCC(=O)OC)[N+](=O)[O-])NC(=O)OC(C)(C)C)=O